7-(3-(bis(4-methoxybenzyl)amino)-2-fluoro-6-iodo-5-methylphenyl)-6-methyl-2-(methylsulfanyl)-5,6,7,8-tetrahydroquinazolin-4-ol COC1=CC=C(CN(C=2C(=C(C(=C(C2)C)I)C2C(CC=3C(=NC(=NC3C2)SC)O)C)F)CC2=CC=C(C=C2)OC)C=C1